eicosyl-amine phosphate P(=O)(O)(O)O.C(CCCCCCCCCCCCCCCCCCC)N